FC(C1=NN(C(=C1)C(F)F)CC(=O)N1CCC(CC1)C=1SC=C(N1)C1=NO[C@H](C1)C1=C(C=CC=C1Cl)OS(=O)(=O)C)F methanesulfonic acid-2-{(5R)-3-[2-(1-{[3,5-bis(difluoromethyl)-1H-pyrazol-1-yl] acetyl} piperidin-4-yl)-1,3-thiazol-4-yl]-4,5-dihydro-1,2-oxazol-5-yl}-3-chlorophenyl ester